1-(4-aminophenyl)-2,3-dihydro-1,3,3-trimethyl-1H-Inden-5-amine NC1=CC=C(C=C1)C1(CC(C2=CC(=CC=C12)N)(C)C)C